F[C@@H]1CN(CC[C@H]1C1=CC=C(C=C1)O)C1C(N(OCC1)CC1=CC=C(C=C1)F)=O ((3S,4S)-3-fluoro-4-(4-hydroxyphenyl)piperidin-1-yl)-2-(4-fluorobenzyl)-1,2-oxazinan-3-one